N1C=[NH+]C=C1.C(CCC)N1C=[N+](C=C1)C 1-butyl-3-methylimidazolium imidazolium salt